C(C1=CC(O)=C(O)C(O)=C1)(=O)O.CC(=O)[C@H](O)[C@@H](O)[C@H](O)[C@H](O)CO.C(C1=CC(O)=C(O)C(O)=C1)(=O)O.C(C1=CC(O)=C(O)C(O)=C1)(=O)O.CC(=O)[C@H](O)[C@@H](O)[C@H](O)[C@H](O)CO methyl-glucose sesquigallate